(2R,3S)-3-(4-{2-[2-(2-ethoxyethoxy)ethoxy]ethoxy}phenyl)oxirane-2-carboxylic acid tert-butyl ester C(C)(C)(C)OC(=O)[C@@H]1O[C@H]1C1=CC=C(C=C1)OCCOCCOCCOCC